fluoro-N4-caproyl-cytidine triphosphate P(O)(=O)(OP(=O)(O)OP(=O)(O)O)OC[C@@H]1[C@H]([C@H]([C@@](O1)(N1C(=O)N=C(NC(CCCCC)=O)C=C1)F)O)O